6-chloro-N-(3-chloro-4-((3-methyl-3H-imidazo[4,5-b]pyridin-6-yl)oxy)phenyl)pyrido[3,2-d]pyrimidin-4-amine ClC=1C=CC=2N=CN=C(C2N1)NC1=CC(=C(C=C1)OC=1C=C2C(=NC1)N(C=N2)C)Cl